2,4-dibromo-5-methoxy-1-[(2-ethoxy)ethoxy]benzene BrC1=C(C=C(C(=C1)Br)OC)OCCOCC